C1(CCCCC1)NC(=O)C=1N=C(OC1)C1=CC=C(C=C1)NS(=O)(=O)C1=CC=C(C=C1)C(F)(F)F N-Cyclohexyl-2-(4-(4-(trifluoromethyl)phenylsulfonamido)phenyl)oxazole-4-carboxamide